O=C1C=2N=CN(C2N=C(N1)NC(C(C)C)=O)[C@@H]1O[C@H]2[C@@H](O[Si](O[Si](OC2)(C(C)C)C(C)C)(C(C)C)C(C)C)[C@@]12SCC2 N-(6-oxo-9-((2'R,6aR,8R,9aR)-2,2,4,4-tetraisopropyltetrahydrospiro[furo[3,2-f][1,3,5,2,4]trioxadisilocine-9,2'-thietan]-8-yl)-6,9-dihydro-1H-purin-2-yl)isobutyramide